N=C(NC(NC1=C(C(=O)OC)C=CC=N1)=S)C1=NC=C(C=C1)OC(C)C methyl 2-(3-(imino(5-isopropoxypyridin-2-yl)methyl)thioureido)nicotinate